FC=1C=C(C(=O)N\N=C(\C)/C2=CC3=CC=CC=C3C=C2)C=CC1 (Z)-3-fluoro-N'-(1-(naphthalen-2-yl)ethylidene)benzohydrazide